(R)-4-(2-((2-methyl-6-(trifluoromethyl)pyridin-3-yl)sulfonyl)-2-azaspiro[3.4]oct-6-yl)morpholine CC1=NC(=CC=C1S(=O)(=O)N1CC2(C1)C[C@@H](CC2)N2CCOCC2)C(F)(F)F